COC=1N=CC(=NC1)CC(=O)NC1=NNC(=C1)[C@@H]1C[C@@H](CC1)N(C([O-])=O)[C@H](COC)C (1R,3S)-3-(3-{[(5-methoxypyrazin-2-yl)acetyl]amino}-1H-pyrazol-5-yl)cyclopentyl[(2S)-1-methoxypropan-2-yl]carbamate